Cl.ClC=1C(=C(N)C=CC1)F 3-chloro-2-fluoro-aniline, hydrochloride